6-oxo-1-(tetrahydropyran-4-ylmethyl)pyridine-3-carboxamide 1-phenylethyl-acetate (styryl-acetate) C(=CC1=CC=CC=C1)CC(=O)O.C1(=CC=CC=C1)C(C)OC(C)=O.O=C1C=CC(=CN1CC1CCOCC1)C(=O)N